(±)-trans-1-(tert-Butoxycarbonyl)-4-benzyl-pyrrolidine-3-carboxylic acid C(C)(C)(C)OC(=O)N1C[C@H]([C@@H](C1)CC1=CC=CC=C1)C(=O)O |r|